C(C=C)OC1=C(C=CC(=C1)[N+](=O)[O-])Br 2-Allyloxy-1-bromo-4-nitro-benzene